N,N-di-n-propyl-N-(hexenyl)amine C(CC)N(C=CCCCC)CCC